3-(4-((cyclopropylmethyl)sulfonyl)phenyl)propanal C1(CC1)CS(=O)(=O)C1=CC=C(C=C1)CCC=O